(E)-N'-(2-fluoro-5-methoxybenzylidene)-5-hydroxy-6-(6-(trifluoromethoxy)pyridin-3-yl)pyrazine-2-carbohydrazide FC1=C(\C=N\NC(=O)C2=NC(=C(N=C2)O)C=2C=NC(=CC2)OC(F)(F)F)C=C(C=C1)OC